3-(1-(3-(ethoxymethyl)-3-phenethylpyrrolidin-1-yl)ethyl)-2,6-dimethylpyridine C(C)OCC1(CN(CC1)C(C)C=1C(=NC(=CC1)C)C)CCC1=CC=CC=C1